CN(C(CCCCCCCCC)CCCCCCCCCCC[C@@H]1[C@@H](C1)CCCCCCCC)C N,N-dimethyl-21-[(1S,2R)-2-octylcyclopropyl]heneicosane-10-amine